BrC=1N(C2=CC=CC=C2C1C=1C(=NC(=CC1)OCC1=CC=CC=C1)OCC1=CC=CC=C1)C bromo-3-(2,6-dibenzyloxy-3-pyridyl)-1-methyl-indole